BrC1=CC(=NC=C1)O[C@H]1CN(CC1)C1=C(C(N(N=C1)C1OCCCC1)=O)Cl 5-((R)-3-((4-bromopyridin-2-yl)oxy)pyrrolidin-1-yl)-4-chloro-2-(tetrahydro-2H-pyran-2-yl)pyridazin-3(2H)-one